5-iodo-6-isopropyl-1-tetrahydropyran-2-yl-pyrano[4,3-f]indazol-8-one IC1=C(OC(C2=C1C=C1C=NN(C1=C2)C2OCCCC2)=O)C(C)C